OC1=C(C=C(C=C1)O)C=CC(=O)O 3-(2,5-dihydroxyphenyl)-2-propenoic acid